4-(4,4,4-trifluoro-2,2-dimethyl-butanoyl)-3,5-dihydro-2H-pyrido[3,4-f][1,4]oxazepine-9-carbonitrile FC(CC(C(=O)N1CCOC2=C(C1)C=NC=C2C#N)(C)C)(F)F